2-fluoro-1-(3-(7-(3-hydroxyazetidin-1-yl)-3-(4-(trifluoromethyl)phenyl)-1H-pyrazolo[4,3-b]pyridin-1-yl)azetidin-1-yl)prop-2-en-1-one FC(C(=O)N1CC(C1)N1N=C(C2=NC=CC(=C21)N2CC(C2)O)C2=CC=C(C=C2)C(F)(F)F)=C